methyl 8-[((3r,5r,7r)-adamantan-1-yl) methylamino]-8-oxooctanoate C12(CC3CC(CC(C1)C3)C2)CNC(CCCCCCC(=O)OC)=O